FC1=C(C=CC=C1)C1=CC(=CN1S(=O)(=O)C1=CC(=CC=C1)C#CC(C)C)CNC 1-(5-(2-fluorophenyl)-1-((3-(3-methylbut-1-yn-1-yl)phenyl)sulfonyl)-1H-pyrrole-3-yl)-N-methylmethylamine